N1=C(N=CC=C1)NC(=O)C1CCNCC1 N-(Pyrimidin-2-yl)piperidine-4-carboxamide